tert-butyl 17-((methylsulfonyl)oxy)-3,6,9,12,15-pentaoxaheptadecanoate CS(=O)(=O)OCCOCCOCCOCCOCCOCC(=O)OC(C)(C)C